4-bromo-3-(trifluoromethyl)benzene-1,2-diamine BrC=1C(=C(C(=CC1)N)N)C(F)(F)F